4-bromo-1-[chloro(2H2)methyl]-2-(difluoromethoxy)benzene BrC1=CC(=C(C=C1)C([2H])([2H])Cl)OC(F)F